(4'-hydroxynaphthyl)chromen-4-one OC1=CC=C(C2=CC=CC=C12)C=1OC2=CC=CC=C2C(C1)=O